(S)-2-((2-chloro-6-ethyl-5,6,7,8-tetrahydropyrido[4,3-d]pyrimidin-4-yl)oxy)-1-fluoro-10-methyl-8,9,10,11-tetrahydro-5H-pyrido[3',4':4,5]pyrrolo[2,3-f]isoquinolin-7(6H)-one ClC=1N=C(C2=C(N1)CCN(C2)CC)OC=2N=CC=1CCC3=C(C1C2F)NC2=C3C(NC[C@@H]2C)=O